tert-butyl 4-({2-[(3,4-dimethyl-2,5-dioxoazolinyl)amino]-7-bromo-4-quinolyl} methyl)piperazinecarboxylate CC=1C(N(C(C1C)=O)NC1=NC2=CC(=CC=C2C(=C1)CN1CCN(CC1)C(=O)OC(C)(C)C)Br)=O